BrC1=CC=NN(C1=O)C 5-bromo-1-methyl-6-oxo-pyridazin